[Cl-].OC[PH3+] (hydroxymethyl)phosphonium Chloride